C(CC)NCCC1=CNC2=CC=CC=C12 N-propyltryptamine